2-(4-phenoxyphenyl)-7-[(3R)-3-(propan-2-yl)-4-(prop-2-enoyl)piperazin-1-yl]-4,5,6,7-tetrahydro-2H-pyrazolo[4,3-b]pyridine-3-carboxamide O(C1=CC=CC=C1)C1=CC=C(C=C1)N1N=C2C(NCCC2N2C[C@H](N(CC2)C(C=C)=O)C(C)C)=C1C(=O)N